ClCCOP(=O)(OCCCl)OCCCl tri-(2-chloroethyl)-phosphate